FC(F)(F)C1=NN=C(C2=CC=CC=C12)N (trifluoromethyl)phthalazin-1-amine